methyl-isothiouronium CNC(S)=[NH2+]